OC1=C(C=O)C=C(C=C1OC)\C=C\C1=CC=C(C=C1)CN1CCN(CC1)C (E)-2-hydroxy-3-methoxy-5-(4-((4-methylpiperazin-1-yl)methyl)styryl)benzaldehyde